4-nonyliminopropyl acetate C(C)(=O)OCCC=NC(CCC)CCCCC